CC1=NC(=CC(=N1)NCC=1SC(=NN1)C)OC[C@@H]1[C@H](C1)C1=NC=C(C=C1)C 2-methyl-N-((5-methyl-1,3,4-thiadiazol-2-yl)methyl)-6-(((1S,2S)-2-(5-methylpyridin-2-yl)cyclopropyl)methoxy)pyrimidin-4-amine